4-chloro-1-oxo-1,3-dihydro-2H-pyrrolo[3,4-c]pyridine-2-carboxylic acid tert-butyl ester C(C)(C)(C)OC(=O)N1CC=2C(=NC=CC2C1=O)Cl